OC1=CC=C(C=C1)C(C(=O)O)CC#CC (4-hydroxyphenyl)hex-4-ynoic acid